OC=1C=C2C=3CCNC(C3NC2=CC1)(C(=O)O)C 6-hydroxyL-methyltetrahydro-beta-carboline-1-carboxylic acid